ONC(C(=CC1=CC=C(C=C1)OC(F)(F)F)N1N=NC(=C1)CNS(=O)(=O)C=1SC(=CC1)C1=CC=CC=C1)=O (S)-N-hydroxy-2-(4-((5-phenylthiophene-2-sulfonamido)methyl)-1H-1,2,3-triazol-1-yl)-3-(4-(trifluoromethoxy)phenyl)propenamide